Cl.FC1=C(C=C(C=C1)CN)B(O)O 2-fluoro-5-aminomethylphenylboronic acid hydrochloride